ethyl-D-aspartate C(C)N[C@H](CC(=O)[O-])C(=O)[O-]